9-(2-(cyclopentyl(ethyl)amino)pyrimidin-5-yl)-6,7-dimethoxynaphtho[2,3-c]furan-1(3H)-one hydrochloride Cl.C1(CCCC1)N(C1=NC=C(C=N1)C1=C2C=C(C(=CC2=CC2=C1C(OC2)=O)OC)OC)CC